tert-butyl-2-((5-methoxypyridin-3-yl) methylene)-hydrazine-1-carboxylate C(C)(C)(C)OC(=O)NN=CC=1C=NC=C(C1)OC